I([IH]I)(O)O triiodan-diol